1-(5-((4-(5-methylthiophene-3-yl)-3,6-dihydropyridin-1(2H)-yl)methyl)-1-oxoisoindolin-2-yl)dihydropyrimidine-2,4(1H,3H)-dione CC1=CC(=CS1)C=1CCN(CC1)CC=1C=C2CN(C(C2=CC1)=O)N1C(NC(CC1)=O)=O